2-(3-quinolinyl)-2-methyl-4-trimethylsiloxy-5-amino-3(2H)-furanone N1=CC(=CC2=CC=CC=C12)C1(OC(=C(C1=O)O[Si](C)(C)C)N)C